C(C)C1N(CC2(CCC2)C1)S(=O)(=O)C=1SC=CC1 7-ethyl-6-(thiophen-2-ylsulfonyl)-6-azaspiro[3.4]octane